COC1=C(C(=CC=C1)OC)C=1C(=C(C(NC1COCC)=O)S(=O)(=O)C1=CC=C(C=C1)C1=CC=C(C=C1)F)O 5-(2,6-dimethoxyphenyl)-6-(ethoxymethyl)-3-((4'-fluoro-[1,1'-biphenyl]-4-yl)sulfonyl)-4-hydroxypyridin-2(1H)-one